ClC=1C=CC(=NC1)C(CC1=NC(=NC(=N1)N[C@@H](CO)CC(C)C)NS(=O)(=O)C)C N-(4-(2-(5-chloropyridin-2-yl)propyl)-6-(((R)-1-hydroxy-4-methylpentan-2-yl)amino)-1,3,5-triazin-2-yl)methanesulfonamide